3-{[(2R,3R,11bR)-3-(2,2-dimethylpropyl)-2-hydroxy-10-methoxy-1H,2H,3H,4H,6H,7H,11bH-pyrido[2,1-a]isoquinolin-9-yl]oxy}-1-(2,2,2-trifluoroethyl)pyrrolidin-2-one CC(C[C@H]1[C@@H](C[C@H]2N(CCC3=CC(=C(C=C23)OC)OC2C(N(CC2)CC(F)(F)F)=O)C1)O)(C)C